5-(Methylamino)-6-(3-methylimidazo[4,5-c]pyridin-7-yl)-3-[4-(1-methylsulfonylcyclopropyl)anilino]pyrazin-2-carboxamid CNC=1N=C(C(=NC1C=1C2=C(C=NC1)N(C=N2)C)C(=O)N)NC2=CC=C(C=C2)C2(CC2)S(=O)(=O)C